[6-(3-cyclopropyl-1H-1,2,4-triazol-5-yl)-2-azaspiro[3.3]heptan-2-yl]-[3-[3-[[5-(trifluoromethyl)-2-pyridyl]oxy]-1-bicyclo[1.1.1]pentanyl]azetidin-1-yl]methanone C1(CC1)C1=NNC(=N1)C1CC2(CN(C2)C(=O)N2CC(C2)C23CC(C2)(C3)OC3=NC=C(C=C3)C(F)(F)F)C1